7-{[6-(2-methoxyphenyl)pyrimidin-4-yl]amino}-4-morpholinyl-2H-benzopyran-2-one COC1=C(C=CC=C1)C1=CC(=NC=N1)NC1=CC2=C(C(=CC(O2)=O)N2CCOCC2)C=C1